C1(CCC1)OC1=NC=2N(C=C1C(=O)O)C=C(N2)C21COC(C2)(C1)C 7-cyclobutoxy-2-(1-methyl-2-oxabicyclo[2.1.1]hex-4-yl)imidazo[1,2-a]pyrimidine-6-carboxylic acid